Bis(2-amino-ethyl)ether NCCOCCN